5-[7-[[5-(dimethylamino)-2-pyridinyl]amino]-3-methyl-imidazo[4,5-b]pyridin-5-yl]oxy-4-methyl-pyridine-2-carbonitrile CN(C=1C=CC(=NC1)NC1=C2C(=NC(=C1)OC=1C(=CC(=NC1)C#N)C)N(C=N2)C)C